N-(3,4-dichloro-1H-indol-7-yl)-4-((4-methylpiperidin-4-yl)oxy)benzenesulfonamide ClC1=CNC2=C(C=CC(=C12)Cl)NS(=O)(=O)C1=CC=C(C=C1)OC1(CCNCC1)C